O=C1NC(CCC1N1C(C2=CC(=C(C=C2C1=O)F)N1C(C(N(C(C1([2H])[2H])([2H])[2H])CC1CCNCC1)([2H])[2H])([2H])[2H])=O)=O 2-(2,6-dioxopiperidin-3-yl)-5-fluoro-6-(4-(piperidin-4-ylmethyl)piperazin-1-yl-2,2,3,3,5,5,6,6-d8)isoindoline-1,3-dione